CC1(CC1)NCC1=C2C(=NC(=C1)C(=O)O)C1(CN2)CC1 7'-(((1-methylcyclopropyl)amino)methyl)-1',2'-dihydrospiro[cyclopropane-1,3'-pyrrolo[3,2-b]pyridine]-5'-carboxylic acid